O[C@@H]1C[C@H](N(C1)C([C@H](C)NC(OC(C)(C)C)=O)=O)C(N[C@@H](C)C1=CC=C(C=C1)C1=C(N=CS1)C)=O tert-butyl ((S)-1-((2S,4R)-4-hydroxy-2-(((S)-1-(4-(4-methylthiazol-5-yl)phenyl)ethyl)carbamoyl)pyrrolidin-1-yl)-1-oxopropan-2-yl)carbamate